BrC1=CC(=C(C(=C1)[N+](=O)[O-])N[C@H]1[C@H](CCCC1)NC(=O)C1=CC(NC2=C(C=CC=C12)OC)=O)C(NC)=O N-((1S,2R)-2-((4-bromo-2-(methylcarbamoyl)-6-nitrophenyl)amino)cyclohexyl)-8-methoxy-2-oxo-1,2-dihydroquinoline-4-carboxamide